C12(CC3CC(CC(C1)C3)C2)NC2=CC=C(C=C2)[C@@H]2N([C@H](CC3=CC(=CC=C23)OC)CCCC)C(=O)C=2N=C(SC2)Br ((1S,3S)-1-(4-(((3R,5R,7R)-adamantan-1-yl)amino)phenyl)-3-butyl-6-methoxy-3,4-dihydroisoquinolin-2(1H)-yl)(2-bromothiazol-4-yl)methanone